tert-butyl (R)-(((tert-butoxycarbonyl)amino)(3-((3-(4-decylphenyl)-1,2,4-oxadiazol-5-yl)methyl)pyrrolidin-1-yl)methylene)carbamate C(C)(C)(C)OC(=O)NC(N1C[C@H](CC1)CC1=NC(=NO1)C1=CC=C(C=C1)CCCCCCCCCC)=NC(OC(C)(C)C)=O